([1,1-biphenyl]-4-yl-carbamyl)benzoic acid C1(=CC=C(C=C1)NC(=O)C1=C(C(=O)O)C=CC=C1)C1=CC=CC=C1